4-[[5-(5-methyl-2-thienyl)tetrazol-2-yl]methyl]benzohydroxamic acid CC1=CC=C(S1)C=1N=NN(N1)CC1=CC=C(C(=O)NO)C=C1